7-[5-chloro-2-(difluoromethoxy)phenyl]-N-[(2,4-dimethoxyphenyl)methyl]Cinnolin-4-amine ClC=1C=CC(=C(C1)C1=CC=C2C(=CN=NC2=C1)NCC1=C(C=C(C=C1)OC)OC)OC(F)F